FC1=NC(=C(C(=C1F)CC#N)F)F 2,3,5,6-tetrafluoropyridyl-acetonitrile